P(=O)([O-])([O-])[O-].[Mn+2].[Fe+2] iron-manganese phosphate